CC=1C=C2C(=C(NC2=CC1C(=O)OC)CCCCC)CC(=O)OC methyl 5-methyl-2-pentyl-3-(2-methoxy-2-oxoethyl)-1H-indole-6-carboxylate